FC(S(=O)(=O)OC1=C(C(N(C(=C1)C)C1=CC(=NC=C1C)C1=C(C(=CC=C1)NC(=O)C1(CC1)C)F)=O)Cl)(F)F 3-chloro-2'-(2-fluoro-3-(1-methylcyclopropane-1-carboxamido)phenyl)-5',6-dimethyl-2-oxo-2H-[1,4'-bipyridin]-4-yl trifluoromethanesulfonate